(-)-[3-[[2-Fluoro-4-(trifluoromethyl)phenyl]methoxy]azetidin-1-yl]-[3-imidazol-1-ylpyrrolidin-1-yl]methanone FC1=C(C=CC(=C1)C(F)(F)F)COC1CN(C1)C(=O)N1CC(CC1)N1C=NC=C1